5-[2-(4-chloro-3-fluorophenoxy)acetamido]-6-oxopiperidine-2-carboxylic acid ClC1=C(C=C(OCC(=O)NC2CCC(NC2=O)C(=O)O)C=C1)F